4-methyl-8-phenoxy-1-(2-phenylethyl)-2,3-dihydro-1H-pyrrolo[3,2-c]quinoline CC1=NC=2C=CC(=CC2C2=C1CCN2CCC2=CC=CC=C2)OC2=CC=CC=C2